[Na+].C1=C(C=CC=2C(C3=CC(=CC=C3C(C12)=O)S(=O)(=O)[O-])=O)S(=O)(=O)[O-].[Na+] anthraquinone-2,6-disulfonic acid sodium salt